(3aR,6aS)-N-{(1R,6S)-2,2-difluoro-6-[4-(propan-2-yl)piperazin-1-yl]cyclohexyl}-5-(pyridine-2-yl)hexahydropyrrolo[3,4-c]pyrrole-2(1H)-carboxamide FC1([C@@H]([C@H](CCC1)N1CCN(CC1)C(C)C)NC(=O)N1C[C@@H]2CN(C[C@@H]2C1)C1=NC=CC=C1)F